FC=1C=CC(=C(N)C1)Br 5-fluoro-2-bromoaniline